2-[[11-(difluoromethyl)-8-(2,6-difluorophenyl)-5-methyl-13-morpholino-3,4,7,9,12-pentazatricyclo[8.4.0.02,6]tetradeca-1(10),2(6),4,7,11,13-hexaen-3-yl]methoxy]ethyl-trimethyl-silane FC(C=1C=2NC(=NC=3C(=NN(C3C2C=C(N1)N1CCOCC1)COCC[Si](C)(C)C)C)C1=C(C=CC=C1F)F)F